tert-butyl(tert-butoxycarbonyl)(3-(3-(4-cyanophenyl)isoxazol-5-yl)-5-(4-(dimethylcarbamoyl)phenyl)pyrazine-2-yl) carbamate C(N)(OC1=NC(=C(N=C1C1=CC(=NO1)C1=CC=C(C=C1)C#N)C1=C(C=C(C=C1)C(N(C)C)=O)C(C)(C)C)C(=O)OC(C)(C)C)=O